FC(C1(CC1)CN1N=CC(=C1)C=1C=CC(=NC1C1=CC=C2C=CC=NC2=C1)C#N)F 5-(1-{[1-(difluoromethyl)cyclopropyl]methyl}-1H-pyrazol-4-yl)-6-quinolin-7-ylpyridine-2-carbonitrile